bisguanidine hydrogen phosphate P(=O)(O)(O)O.NC(=N)N.NC(=N)N